(6S)-5-[2'-fluoro-2-(trifluoromethyl)[1,1'-biphenyl]-4-yl]-6-methyl-3,6-dihydro-2H-1,3,4-oxadiazin-2-one FC1=C(C=CC=C1)C1=C(C=C(C=C1)C1=NNC(O[C@H]1C)=O)C(F)(F)F